FC1=C(C=C(C(=C1)C)[S@](=O)CC(F)(F)F)N=C1SCC(N1CC(F)(F)F)=O 2-[2-fluoro-4-methyl-5-[(R)-2,2,2-trifluoroethylsulfinyl]phenyl]imino-3-(2,2,2-trifluoroethyl)thiazolidin-4-one